BrC=1C=C2C(=NC=NC2=CC1)NC1=CC(=C(C=C1)SC1=CC=2N(C=C1)N=CN2)C 6-bromo-N-(3-methyl-4-[[1,2,4]triazolo[1,5-a]pyridin-7-ylsulfanyl]phenyl)quinazolin-4-amine